ClC=1C=C(C(=C(C#N)C1)F)OC1=C(N=CN(C1=O)CC=1C(=NC(=CC1)C=C)OC)C(C)F 5-chloro-2-fluoro-3-((4-(1-fluoroethyl)-1-((2-methoxy-6-vinylpyridin-3-yl)methyl)-6-oxo-1,6-dihydropyrimidin-5-yl)oxy)benzonitrile